NC1=C2C(=NC=N1)N(N=C2C2=CC=C(C=C2)OC2=CC=CC=C2)C2CC(N(CC2)C(=O)N2N=CN=C2)C (4-(4-amino-3-(4-phenoxyphenyl)-1H-pyrazolo[3,4-d]pyrimidin-1-yl)-2-methylpiperidin-1-yl)(1H-1,2,4-triazol-1-yl)methanone